6-((3-(6-cyano-5-(trifluoromethyl)pyridin-3-yl)-5,5-dimethyl-4-oxo-2-thioxoimidazolidin-1-yl)methyl)picolinic acid ethyl ester C(C)OC(C1=NC(=CC=C1)CN1C(N(C(C1(C)C)=O)C=1C=NC(=C(C1)C(F)(F)F)C#N)=S)=O